OC1=CC=C(C=C2C(N(C(S2)=NN=C2C(NC3=CC=C(C=C23)F)=O)C2=CC=C(C=C2)C(C)(C)C)=O)C=C1 3-(2-(5-(4-hydroxybenzylidene)-3-(4-tert-butylphenyl)-4-oxothiazolidin-2-ylidene)hydrazono)-5-fluoroindol-2-one